tris(2-methyl-1-propanyl)aluminum CC(C[Al](CC(C)C)CC(C)C)C